9-(4-isopropylphenyl)-10-phenylanthracene C(C)(C)C1=CC=C(C=C1)C=1C2=CC=CC=C2C(=C2C=CC=CC12)C1=CC=CC=C1